tert-Butyl 2-((4-(3-((2-((1S)-1-((tetrahydro-2H-pyran-2-yl)oxy)ethyl)-1H-imidazol-1-yl)methyl)isoxazol-5-yl)phenyl)ethynyl)-6-azaspiro[3.4]octane-6-carboxylate O1C(CCCC1)O[C@@H](C)C=1N(C=CN1)CC1=NOC(=C1)C1=CC=C(C=C1)C#CC1CC2(C1)CN(CC2)C(=O)OC(C)(C)C